[Na].N12CCCN=C2NCCC1 1,5,7-triazabicyclo[4.4.0]dec-5-ene sodium